(E)-N'-(6,7-dihydroquinolin-8(5H)-ylidene)-4-(pyridin-2-yl)-1,4-diazepan-1-thiohydrazide N1=CC=CC=2CCC/C(/C12)=N\NC(=S)N1CCN(CCC1)C1=NC=CC=C1